2-(bis(tert-butoxycarbonyl)amino)-5-((triisopropylsilyl)ethynyl)quinolin-4-yl trifluoromethanesulfonate FC(S(=O)(=O)OC1=CC(=NC2=CC=CC(=C12)C#C[Si](C(C)C)(C(C)C)C(C)C)N(C(=O)OC(C)(C)C)C(=O)OC(C)(C)C)(F)F